1-(2-((6-(5-(6-methylpyridin-2-yl)-1H-imidazol-4-yl)quinolin-3-yl)amino)ethyl)azetidine-3-carboxylic acid CC1=CC=CC(=N1)C1=C(N=CN1)C=1C=C2C=C(C=NC2=CC1)NCCN1CC(C1)C(=O)O